tert-Butyl 4-[4-[3-[(5-cyanopyrazin-2-yl)amino]-1H-pyrazol-5-yl]-3-methoxy-phenyl]piperazine-1-carboxylate C(#N)C=1N=CC(=NC1)NC1=NNC(=C1)C1=C(C=C(C=C1)N1CCN(CC1)C(=O)OC(C)(C)C)OC